C1(=CC=CC=C1)C=1SC2=C(C1)C=CC=C2C2=CC=CC=C2 2,7-diphenyl[1]benzothiophene